C(C)(C)(C)OC(=O)N1C[C@@H](OCC1)CC1=C(N=C2N1C=CC(=C2)C)C2=C(C=C(C=C2F)S(N(C)CC2=CC=C(C=C2)OC)(=O)=O)F (S)-2-((2-(2,6-difluoro-4-(N-(4-methoxybenzyl)-N-methylsulfamoyl)phenyl)-7-methylimidazo[1,2-a]pyridin-3-yl)methyl)morpholine-4-carboxylic acid tert-butyl ester